hydroxydimethylsilyl-dimethylsiloxymethylsiloxy(propylaminoethylamine) O[Si](C)(C)[Si](OC[SiH2]ONCCNCCC)(C)C